ClC1=CC(=C(C(=O)OC)C=C1Cl)S(=O)(=O)Cl methyl 4,5-dichloro-2-(chlorosulfonyl)benzoate